N-(2-(4-(4-cyclopropylpiperazin-1-yl)piperidin-1-yl)-5-((6-(3-(3-fluoro-5-(3-(trifluoromethyl)phenoxy)phenyl)isoxazolidin-2-yl)pyrimidin-4-yl)amino)-4-methoxyphenyl)acrylamide C1(CC1)N1CCN(CC1)C1CCN(CC1)C1=C(C=C(C(=C1)OC)NC1=NC=NC(=C1)N1OCCC1C1=CC(=CC(=C1)OC1=CC(=CC=C1)C(F)(F)F)F)NC(C=C)=O